2-(6-aminospiro[3.3]heptan-2-yl)-N6,N6-dimethylnaphthalene-2,6-diamine NC1CC2(CC(C2)C2(CC3=CC=C(C=C3C=C2)N(C)C)N)C1